N-(2-chloro-3-((3,5-dimethyl-4-oxo-3,4-dihydroquinazolin-6-yl)oxy)-5-fluorophenyl)propane-1-sulfonamide ClC1=C(C=C(C=C1OC=1C(=C2C(N(C=NC2=CC1)C)=O)C)F)NS(=O)(=O)CCC